2R,3R-2-METHYL-PIPERIDINE-3-CARBOXYLIC ACID C[C@@H]1[C@@H](CCCN1)C(=O)O